BrC1=CC=C(C=C1)N1CC(=CC=C1)C(C(F)(F)F)O 1-(4-bromophenyl)-3-(2,2,2-trifluoro-1-hydroxyethyl)pyridin